C[C@@]12[C@H](C[C@@H](CC1)C2(C)C)NCCCCCCCNC2=CC=C(C=C2)C2C(NC(CC2)=O)=O 3-(4-((7-(((1R,2S,4R)-1,7,7-trimethylbicyclo[2.2.1]heptane-2-yl)amino)heptyl)amino)phenyl)piperidine-2,6-dione